N1-((1s,4s)-4-(5-ethynyl-2-((4-(4-methylpiperazin-1-yl)phenyl)amino)-7-oxopyrido[2,3-d]pyrimidin-8(7H)-yl)cyclohexyl)-N3-methylmalonamide C(#C)C1=CC(N(C=2N=C(N=CC21)NC2=CC=C(C=C2)N2CCN(CC2)C)C2CCC(CC2)NC(CC(=O)NC)=O)=O